1,1-bis(3,4-epoxycyclohexyl)ethane C1(CC2C(CC1)O2)C(C)C2CC1C(CC2)O1